2-(3,5-dichloro-4-((4-methyl-2-(2-methylcyclohexyl)quinolin-6-yl)oxy)phenyl)-3,5-dioxo-2,3,4,5-tetrahydro-1,2,4-triazine-6-carbonitrile ClC=1C=C(C=C(C1OC=1C=C2C(=CC(=NC2=CC1)C1C(CCCC1)C)C)Cl)N1N=C(C(NC1=O)=O)C#N